2-(2,6-dioxopiperidin-3-yl)-5-(4-(2-hydroxyethoxy)piperidin-1-yl)isoindoline-1,3-dione O=C1NC(CCC1N1C(C2=CC=C(C=C2C1=O)N1CCC(CC1)OCCO)=O)=O